FC1=C(C=CC=C1)N1N=CC(=C1)C(CC)N1C=C(C2=C1N=CN=C2N=CN(C)C)C=2C=NC(=NC2)C(F)(F)F N'-(7-(1-(1-(2-fluorophenyl)-1H-pyrazol-4-yl)propyl)-5-(2-(trifluoromethyl)pyrimidin-5-yl)-7H-pyrrolo[2,3-d]pyrimidin-4-yl)-N,N-dimethyl-formimidamide